methyl (2S)-5-[2-(5-fluoro-2-methoxyphenyl)-2-hydroxyacetamido]-6-[[(1r,3r)-3-(methoxycarbonyl) cyclohexyl] amino]-2-methyl-1,2,3,4-tetrahydroquinoline-1-carboxylate FC=1C=CC(=C(C1)C(C(=O)NC1=C2CC[C@@H](N(C2=CC=C1N[C@H]1C[C@@H](CCC1)C(=O)OC)C(=O)OC)C)O)OC